N-(3-{6-azaspiro[2.5]octane-6-yl}-4-[(1E)-2-[8-(4,4-difluoropiperidin-1-yl)quinoline-6-yl]-1-fluorovinyl]phenyl)-2-hydroxyethane-1-sulfonamide C1CC12CCN(CC2)C=2C=C(C=CC2/C(=C\C=2C=C1C=CC=NC1=C(C2)N2CCC(CC2)(F)F)/F)NS(=O)(=O)CCO